tert-butyl 4-(6-chloroimidazo[1,2-b]pyridazin-8-yl)-7-((5-(4-hydroxypiperidin-1-yl)pyridin-2-yl)amino)-1-oxo-1,3-dihydro-2H-pyrrolo[3,4-c]pyridine-2-carboxylate ClC=1C=C(C=2N(N1)C=CN2)C2=NC=C(C1=C2CN(C1=O)C(=O)OC(C)(C)C)NC1=NC=C(C=C1)N1CCC(CC1)O